C1(CCCCC1)C=1NC=CC=CC1 cyclohexylazepine